2-Bromo-4-chloro-N-[(3,5-difluoropyridin-2-yl)methyl]-1,3-thiazole-5-carboxamide BrC=1SC(=C(N1)Cl)C(=O)NCC1=NC=C(C=C1F)F